6-isopropoxy-2-(1-(methoxymethyl)-2-oxabicyclo[2.1.1]hex-4-yl)-N-(1-((1r,2s)-2-methylcyclopropyl)-2-oxo-1,2-dihydropyridin-3-yl)-2H-indazole-5-carboxamide C(C)(C)OC=1C(=CC2=CN(N=C2C1)C12COC(C1)(C2)COC)C(=O)NC=2C(N(C=CC2)[C@H]2[C@H](C2)C)=O